(6-(3,5-dimethylisoxazol-4-yl)-1-[(1S)-1-(2-pyridinyl)ethyl]pyrrolo[3,2-b]pyridin-3-yl)benzoic acid CC1=NOC(=C1C=1C=C2C(=NC1)C(=CN2[C@@H](C)C2=NC=CC=C2)C2=C(C(=O)O)C=CC=C2)C